ClC=1C(=NC=C(C1I)F)N(S(=O)(=O)CC)COCC[Si](C)(C)C N-(3-chloro-5-fluoro-4-iodopyridin-2-yl)-N-((2-(trimethylsilyl)ethoxy)methyl)ethane-sulfonamide